ethyl (S)-1-((S)-tert-butylsulfinyl)-4-methyl-1,2,3,6-tetrahydropyridine-2-carboxylate C(C)(C)(C)[S@](=O)N1[C@@H](CC(=CC1)C)C(=O)OCC